tert-Butyl 7-chloro-5-methoxy-4-((2-(4-(methoxycarbonyl)phenyl)-4-(2,2,2-trifluoroethyl)piperazin-1-yl)methyl)-1H-indole-1-carboxylate ClC=1C=C(C(=C2C=CN(C12)C(=O)OC(C)(C)C)CN1C(CN(CC1)CC(F)(F)F)C1=CC=C(C=C1)C(=O)OC)OC